C(C)(=O)ON=C(C1=CC(=CC=C1)CC(C=1SC2=C(N1)C=CC(=C2)O)NS(=O)(=O)C2=CC=CC=C2)N [amino({3-[2-benzenesulfonamido-2-(6-hydroxy-1,3-benzothiazole-2-yl)ethyl]phenyl}) methylidene]amino acetate